C12(CCC(CC1)CC2)CO 1-bicyclo[2.2.2]octanylmethanol